tert-butyl N-[2-[5-[[[1-(2-methoxy-1-methyl-ethyl)pyrrole-3-carbonyl]amino]methyl]-1,2,4-oxadiazol-3-yl]-1-(2,2,2-trifluoroethyl)indol-4-yl]carbamate COCC(C)N1C=C(C=C1)C(=O)NCC1=NC(=NO1)C=1N(C2=CC=CC(=C2C1)NC(OC(C)(C)C)=O)CC(F)(F)F